C(C1=CC=CC=C1)(C1=CC=CC=C1)NC1=CC2=CN(N=C2C=C1F)C1CCC(CC1)CO ((1r,4r)-4-(5-((benzhydryl)amino)-6-fluoro-2H-indazol-2-yl)cyclohexyl)methanol